NCCOCCOCCNC(OC(C)(C)C)=O tert-butyl N-[2-[2-(2-aminoethoxy)-ethoxy]ethyl]-carbamate